ClC=1C(=NC(=NC1)NC1CCOCC1)C1=CC=C2CN(C(C2=C1)=O)CC(=O)N[C@H](CO)C1=CC(=CC=C1)C(C)(F)F 2-(6-{5-chloro-2-[(oxacyclohex-4-yl)amino]pyrimidin-4-yl}-1-oxo-2,3-dihydro-1H-isoindol-2-yl)-N-[(1S)-1-[3-(1,1-difluoroethyl)phenyl]-2-hydroxyethyl]acetamide